C[C@H]1N(CCOC1)C=1C=C2C3=C(N(N=C3CCN(C2)C(=O)C2(CC2)C(F)(F)F)C2=NNC=C2)N1 (R)-(4-(3-methylmorpholinyl)-2-(1H-pyrazol-3-yl)-2,6,8,9-tetrahydro-7H-1,2,3,7-tetraazabenzo[cd]azulen-7-yl)(1-(trifluoromethyl)cyclopropyl)methanone